5-oxo-5-(perylene-3-yl)pentanoic acid methyl ester COC(CCCC(C=1C=CC=2C=3C=CC=C4C=CC=C(C5=CC=CC1C52)C43)=O)=O